N=S(=O)(C)C1=NC=C(C=C1)OC imino(5-methoxypyridin-2-yl)(methyl)-lambda6-sulfanone